CCN(CC)[Si](C)(C)C The molecule is an N-silyl compound that is diethylamine in which the amino hydrogen is replaced by a trimethylsilyl group. N-(trimethylsilyl)diethylamine is a derivatisation agent used in gas chromatography/mass spectrometry applications. It has a role as a chromatographic reagent. It derives from a diethylamine.